5-(2,6-dichloro-4-nitrophenoxy)-1-(4-methylbenzenesulfonyl)-3-(3,3,3-trifluoroprop-1-en-2-yl)indole ClC1=C(OC=2C=C3C(=CN(C3=CC2)S(=O)(=O)C2=CC=C(C=C2)C)C(=C)C(F)(F)F)C(=CC(=C1)[N+](=O)[O-])Cl